CC(OC(N(OCCCOCC1=CC=C(C=C1)[N+](=O)[O-])C(CC(=O)C=1SC=C(N1)C(=O)OCC)C(C)C)=O)(C)C Ethyl 2-{3-[10,10-dimethyl-1-(4-nitrophenyl)-8-oxo-2,6,9-trioxa-7-azaundecan-7-yl]-4-methylpentanoyl}-1,3-thiazole-4-carboxylate